3-siloxypropanol [SiH3]OCCCO